zinc bis(N,N-dimethyldithiocarbamate) CN(C([S-])=S)C.CN(C([S-])=S)C.[Zn+2]